2-((1s,4s)-4-(Benzyloxy)cyclohexyl)acetonitrile C(C1=CC=CC=C1)OC1CCC(CC1)CC#N